4-((2R,6S)-4-(4-(2-(2-aminopyridin-3-yl)-5-phenyl-3H-imidazo[4,5-b]pyridin-3-yl)benzyl)-2,6-dimethylpiperazin-1-yl)-1,3,5-triazine-2-carbonitrile NC1=NC=CC=C1C1=NC=2C(=NC(=CC2)C2=CC=CC=C2)N1C1=CC=C(CN2C[C@H](N([C@H](C2)C)C2=NC(=NC=N2)C#N)C)C=C1